C(C)(C)(C)OC(=O)C1(CC(C1)CO)C(=O)OC(C)(C)C 3-hydroxymethyl-cyclobutane-1,1-dicarboxylic acid di-tert-butyl ester